octahydro-2H-isoindole-2-carboxamide C1N(CC2CCCCC12)C(=O)N